7-((2S,3R)-2-(((3-chloropyridin-2-yl)oxy)methyl)-3-fluoropyrrolidin-1-yl)-1-(6-(3-(dimethylamino)azetidin-1-yl)pyridin-3-yl)-6-fluoro-4-oxo-1,4-dihydroquinoline-3-carboxylic acid ClC=1C(=NC=CC1)OC[C@@H]1N(CC[C@H]1F)C1=C(C=C2C(C(=CN(C2=C1)C=1C=NC(=CC1)N1CC(C1)N(C)C)C(=O)O)=O)F